lithium hexamethyldisilainamide CNC(=O)[Si]1=[Si](C(=C(C(=C1C)C)C)C)C.[Li]